7-Cyclobutoxy-N-(4-(ethylsulfonyl)benzyl)-10H-phenothiazine-2-carboxamide C1(CCC1)OC=1C=C2SC=3C=CC(=CC3NC2=CC1)C(=O)NCC1=CC=C(C=C1)S(=O)(=O)CC